C1CN(CCC12CCNCC2)C2=CC=C(C=C2)C2C(NC(CC2)=O)=O 3-[4-(3,9-diazaspiro[5.5]undecan-3-yl)phenyl]piperidine-2,6-dione